C(C)(C)(C)OC(NC1CC(C1)OC1=CC=C(C=C1)C(C)(C)C1=CC=C(C=C1)OCC1=NC(=NC=C1)C(N)=O)=O tert-butyl((1r,3r)-3-(4-(2-(4-((2-carbamoylpyrimidin-4-yl)methoxy)phenyl)propane-2-yl)phenoxy)cyclobutyl)carbamate